C(C)(C)(C)C=1C=C(N(N1)C1=NC=CC=C1)NC(OCC(Cl)(Cl)Cl)=O 2,2,2-trichloroethyl N-[5-tert-butyl-2-(2-pyridyl)pyrazol-3-yl]carbamate